CP(ON1C(S\C(\C1=O)=C/C(=C/C1=CC(=CC=C1)F)/C(F)(F)F)=S)([O-])=O.[Na+] sodium ((5Z)-5-((Z)-2-(trifluoromethyl)-3-(3-fluorophenyl) allylidene)-4-oxo-2-thioxothiazolidin-3-yl) methylphosphonate